1-methacryloxypropyl-3,3-dimethylspiro[indoline-2,3'-[3H]naphtho[2,1-b](1,4)oxazine] C(C(=C)C)(=O)OC(CC)C1=NC2=C(OC13NC1=CC=CC=C1C3(C)C)C=CC3=CC=CC=C32